FC=1C(=NC=C(C1)C1=CC=NN1C1OCCCC1)OC1=CC=C(C=C1)N1N=CN=N1 2-(4-((3-fluoro-5-(1-(tetrahydro-2H-pyran-2-yl)-1H-pyrazol-5-yl)pyridin-2-yl)oxy)phenyl)-2H-tetrazol